BrC1=CC2=C(CCN(CC2)S(=O)(=O)C(F)(F)F)C=C1 7-Bromo-3-((trifluoromethyl)sulfonyl)-2,3,4,5-tetrahydro-1H-benzo[d]azepine